(R)-methyl 4-(6-benzyl-4,5-dimethyl-pyridazin-3-yl)-2-methyl-3,4,5,6-tetrahydro-2H-[1,2']bipyrazinyl-5'-carboxylate C(C1=CC=CC=C1)C1=C(C(=C(N=N1)N1C[C@H](N(CC1)C1=NC=C(N=C1)C(=O)OC)C)C)C